(3aS,4S,6R,6aR)-6-(6-amino-9H-purin-9-yl)-2,2-dimethyltetrahydrofuro[3,4-d][1,3]dioxole-4-carboxylic acid NC1=C2N=CN(C2=NC=N1)[C@@H]1O[C@@H]([C@@H]2[C@H]1OC(O2)(C)C)C(=O)O